F[C@@H]1C[C@H](N(C1)C(CNC(=O)N1CCNCC1)=O)C(N[C@@H](C1=CC=CC=C1)C1=CC(=C(C=C1)C(C)C)F)=O N-{2-[(2S,4R)-4-fluoro-2-{[(S)-[3-fluoro-4-(propan-2-yl)phenyl](phenyl)methyl]carbamoyl}pyrrolidin-1-yl]-2-oxoethyl}piperazine-1-carboxamide